NC1=CC=CC(=N1)S(=O)(=O)NC(=O)C=1C(=NC(=CC1)C(C)(C)C)OC=1C=CC=C2C=CN(C12)C N-[(6-Amino-2-pyridyl)sulfonyl]-6-tert-butyl-2-(1-methylindol-7-yl)oxypyridin-3-carboxamid